3-(3,7-dimethyl-3H-[1,2,3]triazolo[4,5-b]pyridin-6-yl)propanoic acid CN1N=NC=2C1=NC=C(C2C)CCC(=O)O